(S)-2-(2-((5-chloro-2-(1H-tetrazol-1-yl) phenyl) amino)-2-oxoacetylamino)-3-(4-((R)-3-(dimethylamino) pyrrolidine-1-carboxamido) phenylpropionamido)-1H-indole-2-carboxylate ClC=1C=CC(=C(C1)NC(C(=O)N[C@]1(NC2=CC=CC=C2C1NC(CCC1=CC=C(C=C1)NC(=O)N1C[C@@H](CC1)N(C)C)=O)C(=O)[O-])=O)N1N=NN=C1